OC=1C=C(C=CC1)C1=NC=2C(=C3C(=NC2)N(C=C3)S(=O)(=O)C3=CC=CC=C3)N1C1CN(CC1)C(=O)NCC(F)(F)F 3-(2-(3-hydroxyphenyl)-6-(benzenesulfonyl)imidazo[4,5-d]pyrrolo[2,3-b]pyridin-1(6H)-yl)-N-(2,2,2-trifluoroethyl)pyrrolidine-1-carboxamide